C(C1=CC=CC=C1)OC1=NC(=CC=C1N1C=C(C2=C(C=CC=C12)N1CCN(CC1)C(=O)OCC1=CC=CC=C1)C)OCC1=CC=CC=C1 Benzyl 4-(1-(2,6-bis(benzyloxy)pyridin-3-yl)-3-methyl-1H-indol-4-yl)piperazine-1-carboxylate